N-(3-methoxybenzyl)-N-(4-(4-methylpiperazin-1-yl)benzyl)-4-((4-methylpiperazin-1-yl)methyl)thiazol-2-amine COC=1C=C(CN(C=2SC=C(N2)CN2CCN(CC2)C)CC2=CC=C(C=C2)N2CCN(CC2)C)C=CC1